BrC1C(C2=CC(=C(C=C2C1)OC)C)=O 2-bromo-5-methoxy-6-methyl-2,3-dihydro-1H-inden-1-one